[Cl-].[Cl-].[Ti+4].CC(C)(C)NC(=O)[SiH](C)C N-(1,1-dimethylethyl)dimethylsilanecarboxamide titanium (IV) dichloride